[Ni](Cl)Cl.[CH-]1C=CC=C1.[CH-]1C=CC=C1.[Fe+2] ferrocene nickel chloride